NC1=C2C(=NC=C1)N(N=C2)CC 4-amino-1-ethyl-1H-pyrazolo[3,4-b]pyridine